O1C=CC2=C1C=CC(=C2)[C@H]2C1(C3=CC=CC=C3C2)CCC(CC1)(C(=O)O)NC1=CC(=CC=C1)Cl (1r,2'S,4S)-2'-(1-benzofuran-5-yl)-4-(3-chloroanilino)-2',3'-dihydrospiro[cyclohexane-1,1'-indene]-4-carboxylic acid